Br.ClC1=C2CCNCC2=CC=C1O 5-chloro-1,2,3,4-tetrahydroisoquinolin-6-ol hydrobromide salt